Cl.ClCC(=O)NC1=CC(=C(C=C1)NC1=NC(=NC=C1Cl)NC1=C(C=C2CCN(CC2=C1)C)OC)P(=O)(C)C 2-Chloro-N-(4-((5-chloro-2-((6-methoxy-2-methyl-1,2,3,4-tetrahydroisoquinolin-7-yl)amino)pyrimidin-4-yl)amino)-3-(dimethylphosphoryl)phenyl)acetamide hydrochloride